C(C)/C(/C(=O)OC(C1(CCCCC1)C)C1=CC(=CC=2N1C=NC2)Cl)=C\C2=CC(=C(C=C2)OC)OC(=O)OC (7-chloroimidazo[1,5-a]pyridin-5-yl)(1-methylcyclohexyl)methanol Ethyl-(2E)-3-[4-methoxy-3-[(methoxycarbonyl)oxy]phenyl]prop-2-enoate